(Sa)-7-bromo-8-chloro-5-(2-methylpyridin-3-yl)imidazo[1,2-a]Quinoxaline-4(5H)-on BrC=1C=C2N(C(C=3N(C2=CC1Cl)C=CN3)=O)C=3C(=NC=CC3)C